NC(C(=O)O)(CCCCB(O)O)CCCN1CCN(CC1)S(=O)(=O)C1=CC(=C(C=C1)Cl)Cl 2-amino-6-borono-2-(3-(4-(3,4-dichlorophenylsulfonyl)piperazin-1-yl)propyl)hexanoic acid